6-(2-(3-Methoxyphenyl)-5,6-dihydro-4H-pyrrolo[1,2-b]pyrazol-3-yl)imidazo[1,2-a]pyridine COC=1C=C(C=CC1)C=1C(=C2N(N1)CCC2)C=2C=CC=1N(C2)C=CN1